1-(1-(1-(2-hydroxy-2-methylpropanoyl)azetidin-3-yl)-1H-pyrazol-4-yl)pyridin-2(1H)-one OC(C(=O)N1CC(C1)N1N=CC(=C1)N1C(C=CC=C1)=O)(C)C